ClC1=CC(=C(C=C1)C1=NN2C(C=NCC2C)=C1C1=CC=NC=C1)F 2-(4-chloro-2-fluorophenyl)-7-methyl-3-(pyridin-4-yl)-6,7-dihydropyrazolo[1,5-a]pyrazin